OCC1=C(C=2C(=N[C@H](C=3N(C2S1)C(=NN3)C)CC(=O)OC)C3=CC=C(C=C3)C3=CC=C(C=C3)C(=O)OC(C)(C)C)C tert-butyl 4'-[(6S)-2-(hydroxymethyl)-6-(2-methoxy-2-oxoethyl)-3,9-dimethyl-6H-thieno[3,2-f][1,2,4]triazolo[4,3-a][1,4]diazepin-4-yl][1,1'-biphenyl]-4-carboxylate